ClC1=CC=C(C(=N1)COC=1C=C2C(=NC1)N(N=C2C)C2OCCCC2)F 6-chloro-3-fluoro-2-([[3-methyl-1-(oxan-2-yl)pyrazolo[3,4-b]pyridin-5-yl]oxy]methyl)pyridine